[BH4-].[Sr+2].[BH4-] Strontium borohydride